CC1=NC2=CC=C(C=C2C(=N1)S)N1CCN(CC1)C 2-methyl-6-(4-methylpiperazin-1-yl)quinazoline-4-thiol